1-[[4-(3-ethynyl-1-tetrahydropyran-2-yl-indazol-5-yl)-2-methyl-pyrazol-3-yl]methyl-amino]propan-2-ol Diethyl-(2-(methoxy(methyl)amino)-2-oxoethyl)phosphonate C(C)C(C(=O)N(C)OC)(P(O)(O)=O)CC.C(#C)C1=NN(C2=CC=C(C=C12)C1=C(N(N=C1)C)CNCC(C)O)C1OCCCC1